N-(6-(3-cyanocyclobutyl)thiazolo[4,5-b]pyrazin-2-yl)-5'-methoxy-6-methyl-2'-(trifluoromethoxy)-[4,4'-bipyridine]-3-carboxamide C(#N)C1CC(C1)C=1N=C2C(=NC1)N=C(S2)NC(=O)C=2C=NC(=CC2C2=CC(=NC=C2OC)OC(F)(F)F)C